The molecule is an organophosphate oxoanion obtained by deprotonation of the phosphate OH groups of L-erythrulose 4-phosphate. Major structure at pH 7.3. It has a role as a bacterial metabolite. It is a conjugate base of a L-erythrulose 4-phosphate. C([C@@H](C(=O)CO)O)OP(=O)([O-])[O-]